2-(3-Isopropyl-2-(8-methoxy-[1,2,4]triazolo[1,5-a]pyridin-6-yl)-1H-indol-5-yl)-4-(2-methoxyethyl)morpholin C(C)(C)C1=C(NC2=CC=C(C=C12)C1CN(CCO1)CCOC)C=1C=C(C=2N(C1)N=CN2)OC